4-(5-Bromopyridin-2-yl)tetrahydro-2H-pyran-4-amine BrC=1C=CC(=NC1)C1(CCOCC1)N